ClC1=C(C=CC=C1F)C1CCN(CC1)C(=O)C1=NNC=2CN(CCC21)CC2CC2 (4-(2-chloro-3-fluorophenyl)piperidin-1-yl)(6-(cyclopropylmethyl)-4,5,6,7-tetrahydro-1H-pyrazolo[3,4-c]pyridin-3-yl)methanone